N1=CC(=CC=C1)C1=CC=C(N)C=C1 4-(pyridin-3-yl)aniline